FC1=C(C=C(C(=C1)[Si](C)(C)C)F)NC([C@H](NC(CC=1OC(=NN1)C)=O)C1=CC=C(C=C1)COC)=O (2R)-N-(2,5-difluoro-4-(trimethylsilyl)phenyl)-2-(4-(methoxymethyl)phenyl)-2-(((5-methyl-1,3,4-oxadiazol-2-yl)acetyl)amino)acetamide